FC1=C(C=CC(=C1C)OC1=CC2=C(N(C=N2)C)C=C1)NC=1C2=C(N=CN1)C=NC(=C2)OC2CC1CCC(C2)N1C(C=C)=O 1-(endo-3-((4-((2-Fluoro-3-methyl-4-((1-methyl-1H-benzo[d]imidazol-5-yl)oxy)phenyl)amino)pyrido[3,4-d]pyrimidin-6-yl)oxy)-8-azabicyclo[3.2.1]octan-8-yl)prop-2-en-1-one